ClC1=C(NC2=CC=C(C(=C12)Cl)F)C(=O)N1C[C@@H]2N(C(OCC2)=O)CC1 (R)-2-(3,4-dichloro-5-fluoro-1H-indole-2-carbonyl)hexahydro-2H,6H-pyrazino[1,2-c][1,3]oxazin-6-one